2-(6-{5-chloro-2-[(oxan-4-yl)amino]pyrimidin-4-yl}-1-oxo-2,3-dihydro-1H-isoindol-2-yl)-N-[(1R,2S)-2-hydroxycyclopentyl]acetamide ClC=1C(=NC(=NC1)NC1CCOCC1)C1=CC=C2CN(C(C2=C1)=O)CC(=O)N[C@H]1[C@H](CCC1)O